mercaptoeth-anol SC(C)O